BrC=1C(=CC=C2C(CCOC12)NC(C=C)=O)O N-(8-bromo-7-hydroxychroman-4-yl)acrylamide